OC(C1=CC=NC2=CC(=CC=C12)O)C1=C(C(=C(C(=C1[2H])[2H])OCCN1CC(C1)CF)[2H])[2H] 4-[hydroxy-[2,3,5,6-tetradeutero-4-[2-[3-(fluoromethyl)azetidin-1-yl]ethoxy]phenyl]methyl]quinolin-7-ol